The molecule is a monocarboxylic acid amide obtained by formal condensation of the carboxy group of 7-fluoro-3-[(2-fluoro-4-iodophenyl)amino]furo[3,2-c]pyridine-2-carboxylic acid with the amino group of (2S)-1-(aminooxy)propan-2-ol. It has a role as an EC 2.7.11.24 (mitogen-activated protein kinase) inhibitor and an antineoplastic agent. It is a furopyridine, an organofluorine compound, an organoiodine compound, an aromatic amine, a secondary amino compound, a secondary alcohol and a monocarboxylic acid amide. C[C@@H](CONC(=O)C1=C(C2=CN=CC(=C2O1)F)NC3=C(C=C(C=C3)I)F)O